(5-methyl-1H-pyrazol-3-yl)pyridine-2-amine CC1=CC(=NN1)C=1C(=NC=CC1)N